tert-butyl ((2S)-1,1-dicyclopropyl-3-((2-fluoro-5-(hydroxymethyl)-4-(1-oxo-1-((2,2,2-trifluoroethyl)amino)propan-2-yl)phenyl)amino)-3-oxopropan-2-yl)carbamate C1(CC1)C([C@@H](C(=O)NC1=C(C=C(C(=C1)CO)C(C(NCC(F)(F)F)=O)C)F)NC(OC(C)(C)C)=O)C1CC1